ClC=1C=C2C(OCCOC=3C=CC(=CC3C3=C(C=C(C(NS(C(C1O)=C2)(=O)=O)=C3)F)F)F)=O 15-chloro-4,21,23-trifluoro-16-hydroxy-18,18-dioxo-8,11-dioxa-18λ6-thia-19-azatetracyclo[18.3.1.113,17.02,7]pentacosa-1(23),2(7),3,5,13,15,17(25),20(24),21-nonaen-12-one